N-(3-sulfamoylphenyl)-7-hydroxycoumarin-3-carboxamide S(N)(=O)(=O)C=1C=C(C=CC1)NC(=O)C=1C(OC2=CC(=CC=C2C1)O)=O